BrC1=CC=C2C(=NC(=NC2=C1)N1CC2(CN(C2)C(=O)OC(C)(C)C)CC1)N[C@H](CC(=O)NC)CC(C)C tert-butyl (S)-6-(7-bromo-4-((5-methyl-1-(methylamino)-1-oxohexan-3-yl)amino)quinazolin-2-yl)-2,6-diazaspiro[3.4]octane-2-carboxylate